C(C)OC1C(CCC(C1)C(=C)C)=C 2-ethoxy-4-(1-methylethenyl)-1-methylenecyclohexane